C(#N)C[C@@H]1N(CCC1)C1=C(C(OC(=C1)C(=O)NC=1SC(=NN1)N1N=CC=C1C)=O)OC (R)-4-(2-(cyanomethyl)pyrrolidin-1-yl)-3-methoxy-N-(5-(5-methyl-1H-pyrazol-1-yl)-1,3,4-thiadiazol-2-yl)-2-oxo-2H-pyran-6-carboxamide